(3,5-bis(trifluoromethyl)phenyl)-2-methylpropanoic acid FC(C=1C=C(C=C(C1)C(F)(F)F)C(C(=O)O)(C)C)(F)F